N-(3-(((2-((4-(4-((3-(2,6-dioxopiperidin-3-yl)benzyl)(methyl)amino)piperidin-1-yl)phenyl)amino)-5-(trifluoromethyl)pyrimidin-4-yl)amino)methyl)phenyl)-N-methylmethanesulfonamide O=C1NC(CCC1C=1C=C(CN(C2CCN(CC2)C2=CC=C(C=C2)NC2=NC=C(C(=N2)NCC=2C=C(C=CC2)N(S(=O)(=O)C)C)C(F)(F)F)C)C=CC1)=O